NC1=CC=CC=2C(=C(OC21)C)CN(C(\C=C\C2=CC1=C(NC(C(CC1)N1CCCC1)=O)N=C2)=O)C (E)-N-((7-amino-2-methylbenzofuran-3-yl)methyl)-N-methyl-3-(8-oxo-7-(pyrrolidin-1-yl)-6,7,8,9-tetrahydro-5H-pyrido[2,3-b]azepin-3-yl)acrylamide